4-methyl-5-(thiophen-2-yl)-4H-1,2,4-triazole-3-thiol CN1C(=NN=C1C=1SC=CC1)S